N-(5-fluoro-4-(3-fluoro-4-(oxetan-3-yl)phenyl)thiazol-2-yl)-5-((2-hydroxy-3-methoxybenzyl)amino)-3-methylpyridine-2-sulfonamide FC1=C(N=C(S1)NS(=O)(=O)C1=NC=C(C=C1C)NCC1=C(C(=CC=C1)OC)O)C1=CC(=C(C=C1)C1COC1)F